2-(6-(1,4-Dimethyl-1H-1,2,3-triazol-5-yl)-1-methyl-4-(phenyl-(tetrahydro-2H-pyran-4-yl)methyl)-1,4-dihydropyrazolo[3',4':4,5]pyrrolo[3,2-b]pyridin-3-yl)propan-2-amine CN1N=NC(=C1C=1C=C2C(=NC1)C1=C(N2C(C2CCOCC2)C2=CC=CC=C2)C(=NN1C)C(C)(C)N)C